ClC=1C(=C2C(=NC1)NC(=N2)C2=CC=C(C=C2)N2CCN(CC2)CCC#N)NC2CCN(CC2)C 3-[4-(4-{6-Chloro-7-[(1-methylpiperidin-4-yl)amino]-3H-imidazo[4,5-b]pyridin-2-yl}phenyl)piperazin-1-yl]propanenitrile